BrC=1C=CC(=NC1)CN1N=C2N([C@@H](CCC2)C(=O)O)C1=O (5S)-2-[(5-Bromopyridin-2-yl)methyl]-3-oxo-2,3,5,6,7,8-hexahydro[1,2,4]triazolo[4,3-a]pyridine-5-carboxylic acid